4-[1-(4-bromophenyl)cyclopropyl]morpholine BrC1=CC=C(C=C1)C1(CC1)N1CCOCC1